NC1=NC(=CC(=N1)C=1N=NN(C1)CC1=CC=CC(=N1)[C@](CC(=O)O)(CC)C)C1=C(C(=CC=C1)C#N)F (S)-3-[6-({4-[2-amino-6-(3-cyano-2-fluorophenyl)-4-pyrimidinyl]-1H-1,2,3-triazol-1-yl}methyl)-2-pyridinyl]-3-methylpentanoic acid